2-(1,4-dioxaspiro[4.5]dec-8-yl)propan-1-ol O1CCOC12CCC(CC2)C(CO)C